BrC=1C(=CC(=C(C1)SC[C@@H](C(=O)O)NC(=O)OC(C)(C)C)[N+](=O)[O-])C(=O)OC (2R)-3-(5-bromo-4-methoxycarbonyl-2-nitro-phenyl)thio-2-(tert-butoxycarbonylamino)propionic acid